N(=[N+]=[N-])CCOC(=O)N[C@@H](CCCCN)C(=O)O (2-azidoethoxy)-carbonyl-L-lysine